(S)-N-methyl-3-phenyl-3-[(benzo[d][1,3]dioxol-4-yl)oxy]propanamine hydrochloride Cl.CNCC[C@H](OC1=CC=CC=2OCOC21)C2=CC=CC=C2